neodecanic acid glycidyl ester C(C1CO1)OC(CCCCCC(C)(C)C)=O